dimethoxyantimony trichloride CO[Sb](OC)(Cl)(Cl)Cl